ethyl (2R)-2-hydroxy-2-phenylacetate O[C@@H](C(=O)OCC)C1=CC=CC=C1